NCCN(C(C1=C(C=C(C=C1)NC=1C=2N(C=CN1)C(=CN2)C2=CC=C(C=C2)OC)C)=O)C N-(2-aminoethyl)-4-((3-(4-methoxyphenyl)imidazo[1,2-a]pyrazin-8-yl)amino)-N,2-dimethylbenzamide